molybdenum phosphosulfide P(=O)(=O)SP(=O)=O.[Mo]